FC=1C(=NC=C(C#N)C1)OCCOC1=CC(=NC=C1)C1=CC=NN1C 5-fluoro-6-(2-((2-(1-methyl-1H-pyrazol-5-yl)pyridin-4-yl)oxy)ethoxy)nicotinonitrile